2-hydroxyaminobenzoic acid (2-hydroxyaminobenzoate) ONC1=C(C(=O)O)C=CC=C1.ONC1=C(C(=O)O)C=CC=C1